C(C=C)(=O)N1CCN(CC1)C1=C(C(=NC2=C(C(=C(C=C12)Cl)C1=CC=C(C2=C1N=C(S2)N)F)F)NC(C)=O)C#N N-(4-(4-Acryloylpiperazin-1-yl)-7-(2-amino-7-fluorobenzo[d]thiazol-4-yl)-6-chloro-3-cyano-8-Fluoroquinolin-2-yl)acetamide